C(C)OC(=O)[C@@]1(NCCC1)C (R)-2-methylpyrrolidine-2-carboxylic acid ethyl ester